C(C)(C)(C)OC(=O)N1CCC(CC1)C(=O)N1CCN(CC1)C1=CC=2C(=C(N=NC2N[C@H](C)C2=C(C(=CC=C2)C#N)C)C)C=N1 (R)-4-(4-(1-((1-(3-cyano-2-methylphenyl)ethyl)amino)-4-methylpyrido[3,4-d]pyridazin-7-yl)piperazine-1-carbonyl)piperidine-1-carboxylic acid tert-butyl ester